4-(7-fluoro-3-isopropyl-2-methyl-2H-indazol-5-yl)-N-(5-(piperazin-1-ylmethyl)pyridin-2-yl)pyrimidin-2-amine FC1=CC(=CC2=C(N(N=C12)C)C(C)C)C1=NC(=NC=C1)NC1=NC=C(C=C1)CN1CCNCC1